BrC=1C(=CC=2C3=C(C(=NC2C1F)Cl)N=C(N3C3C1CN(C3C1)C(=O)OC(C)(C)C)CCC(=O)OC)I tert-butyl (endo)-5-(7-bromo-4-chloro-6-fluoro-8-iodo-2-(3-methoxy-3-oxopropyl)-1H-imidazo[4,5-c]quinolin-1-yl)-2-azabicyclo[2.1.1]hexane-2-carboxylate